C1(=CC=CC=C1)C(C(=O)O)SC(C(=O)O)C1=CC=CC=C1.C(C)(C)C1=C(C=CC=C1)C1N(CCN(C1)CC1=CC=C(C=C1)OC)C1CC2(CN(C2)C2=CC=C(C(=O)N)C=C2)C1 4-(6-(2-(2-isopropylphenyl)-4-(4-methoxybenzyl)piperazin-1-yl)-2-azaspiro[3.3]heptan-2-yl)benzamide diphenyl-2,2'-thiodiacetate